N=C1C(CCCC1)S(=O)(=O)N iminocyclohexanesulfonamide